CC1=C(N=CN1COCC[Si](C)(C)C)C=C 5-methyl-1-((2-(trimethylsilyl)ethoxy)methyl)-4-vinyl-1H-imidazole